CS(=O)(=O)OCC1(CC1)S(=O)(=O)C1CN(CC1)C(=O)OC(C)(C)C Tert-butyl 3-((1-(((methylsulfonyl)oxy)methyl)cyclopropyl) sulfonyl)pyrrolidine-1-carboxylate